C1CCC2=C(C=3CCCC3C=C12)NC(=O)NS(=O)(=O)C1=CC2=C(O1)C1CCC(C2=O)C1 N-((1,2,3,5,6,7-hexahydro-s-indacen-4-yl)carbamoyl)-4-oxo-5,6,7,8-tetrahydro-4H-5,8-methanocyclohepta[b]furan-2-sulfonamide